2-[(4-{6-[(4-chloro-2-fluorobenzyl)oxy]pyridin-2-yl}piperidin-1-yl)methyl]-1-[1-(2-methyl-2H-1,2,3-triazol-4-yl)ethyl]-1H-benzimidazole-6-carboxylic acid ClC1=CC(=C(COC2=CC=CC(=N2)C2CCN(CC2)CC2=NC3=C(N2C(C)C2=NN(N=C2)C)C=C(C=C3)C(=O)O)C=C1)F